FC1=C2CC(N=C(C2=CC=C1)C1=CN=C2N1C=CC=C2SC)(C)C 5-fluoro-3,3-dimethyl-1-(8-methylsulfanylimidazo[1,2-a]pyridin-3-yl)-4H-isoquinoline